ClC=1C(=NC=C(C1)F)CC1CC2(CN(C2)C(=O)N2CC(C2)C2=NC=NN2)C1 [6-[(3-Chloro-5-fluoro-2-pyridyl)methyl]-2-azaspiro[3.3]heptan-2-yl]-[3-(1H-1,2,4-triazol-5-yl)azetidin-1-yl]methanone